(R)-4-(2,4-difluoro-6-(2-methoxyethoxy)phenyl)-5-((4S,6R)-4,6-dimethyl-4,5,6,7-tetrahydropyrazolo[1,5-a]pyrazin-2-yl)-3-fluorothieno[2,3-c]pyridin-7-yl trifluoromethanesulfonate FC(S(=O)(=O)OC=1N=C(C(=C2C1SC=C2F)C2=C(C=C(C=C2OCCOC)F)F)C2=NN1C([C@@H](N[C@@H](C1)C)C)=C2)(F)F